C(C)OC(=O)[C@H]1[C@@H](C1)C1=C(C=CC=C1F)Br.C(C)N1C2=NC(=NC(=C2N=C1)N1CCOCC1)N1N=C(C(=C1)C=1C=NC=CC1)OC |r| 4-(9-ethyl-2-(3-methoxy-4-(pyridin-3-yl)-1H-pyrazol-1-yl)-9H-purin-6-yl)morpholine rac-ethyl-(1R,2R)-2-(2-bromo-6-fluorophenyl)cyclopropane-1-carboxylate